6-bromo-N-[5-(2,2-difluoroethyl)-4,6-dimethoxy-pyrimidin-2-yl]thieno[2,3-b]pyridine-3-sulfonamide BrC1=CC=C2C(=N1)SC=C2S(=O)(=O)NC2=NC(=C(C(=N2)OC)CC(F)F)OC